C(C1=CC=CC=C1)N(C1=C(C=NC2=CC=C(C=C12)OC(F)(F)F)S(=O)(=O)C1=CC=C(C=C1)CC)C N-benzyl-3-((4-ethylphenyl)sulfonyl)-N-methyl-6-(trifluoromethoxy)quinolin-4-amine